N-Boc-2-oxopyrrolidine C(=O)(OC(C)(C)C)N1C(CCC1)=O